4-trifluoromethyl-phenyl-boric acid FC(C1=CC=C(C=C1)OB(O)O)(F)F